OC[C@H](C1=CC=CC=C1)NC1=NC(=NC=C1C1=NC(=NO1)C)NC1=CC=C2C(=N1)N(N(C2=O)C)C(C)C (S)-6-((4-((2-hydroxy-1-phenylethyl)amino)-5-(3-methyl-1,2,4-oxadiazol-5-yl)pyrimidin-2-yl)amino)-1-isopropyl-2-methyl-1,2-dihydro-3H-pyrazolo[3,4-b]pyridin-3-one